C(C)(=O)C=1C(C2=C(C=CC=C2C(C1)=O)OC)=O 2-acetyl-8-methoxy-1,4-naphthoquinone